C1=2C=CC(=CC2CC1)CO (4-bicyclo[4.2.0]oct-1(6),2,4-trienyl)methanol